ClC1=C(C(=CC=C1Cl)O)C1CC(NCC1)(C(=O)N)C 4-(2,3-dichloro-6-hydroxyphenyl)-2-methylpiperidine-2-carboxamide